3-methyl-4-(2-morpholinoethoxy)aniline CC=1C=C(N)C=CC1OCCN1CCOCC1